heneicosanedioic acid C(CCCCCCCCCCCCCCCCCCCC(=O)O)(=O)O